C(C)OC(NC1=NC=CC2=C1C=CN2C2=C1N=CN(C1=NC(=N2)C2=NC(=CC=C2)C)CC2=CC=C(C=C2)OC)=O (1-(9-(4-methoxybenzyl)-2-(6-methylpyridin-2-yl)-9H-purin-6-yl)-1H-pyrrolo[3,2-c]pyridin-4-yl)carbamic acid ethyl ester